(3R)-3-amino-5-[(4-chlorophenyl)methyl]-7-[5-(5,5-difluoro-1-meth-ylsulfonyl-3-piperidyl)-1,3,4-oxadiazol-2-yl]-8-fluoro-1,1-dioxo-2,3-dihydro-1λ6,5-benzothiazepin-4-one N[C@H]1CS(C2=C(N(C1=O)CC1=CC=C(C=C1)Cl)C=C(C(=C2)F)C=2OC(=NN2)C2CN(CC(C2)(F)F)S(=O)(=O)C)(=O)=O